4-amino-1-isopropyl-3-nitro-pyridin-2-one NC1=C(C(N(C=C1)C(C)C)=O)[N+](=O)[O-]